COC(=O)C1(CC1)[C@H]1N[C@H](C[C@@]2(C1)OCCC1=C2SC(=C1)Cl)C 1-[(2'S,6'S,7S)-2-chloro-6'-methyl-spiro[4,5-dihydrothieno[2,3-c]pyran-7,4'-piperidine]-2'-yl]cyclopropanecarboxylic acid methyl ester